C(C)(C)(C)NC(CN1CC=2N(C3=C(C1)C=C(C(=C3)C(=O)NC3=NC(=CC=C3)C3=NN=CN3C(C)C)F)C=NC2C2CC2)=O 5-[2-(tert-butylamino)-2-oxoethyl]-3-cyclopropyl-8-fluoro-N-[6-(4-isopropyl-4H-1,2,4-triazol-3-yl)pyridin-2-yl]-5,6-dihydro-4H-benzo[f]imidazo[1,5-a][1,4]diazepine-9-carboxamide